NC=1C=2N(C=CN1)C(=NC2)[C@H]2N(CCC2)C(C#CC)=O 8-amino-3-[(2S)-1-(but-2-ynoyl)pyrrolidin-2-yl]imidazo[1,5-a]pyrazin